2-methacrylamidoethyl 4-((4-amino-2-(oxetan-3-yl)-1H-imidazo[4,5-c]quinolin-1-yl)methyl)benzylcarbamate NC1=NC=2C=CC=CC2C2=C1N=C(N2CC2=CC=C(CNC(OCCNC(C(=C)C)=O)=O)C=C2)C2COC2